Tert-butyl (cis-3-(6-tosylimidazo[4,5-d]pyrrolo[2,3-b]pyridin-1(6H)-yl)cyclobutyl)carbamate S(=O)(=O)(C1=CC=C(C)C=C1)N1C=CC=2C1=NC=C1C2N(C=N1)[C@H]1C[C@H](C1)NC(OC(C)(C)C)=O